5-(3-(4-formyl-1H-imidazol-2-yl)phenoxy)-N-(3,3,3-trifluoro-2-hydroxypropyl)-1H-indole-4-carboxamide C(=O)C=1N=C(NC1)C=1C=C(OC2=C(C=3C=CNC3C=C2)C(=O)NCC(C(F)(F)F)O)C=CC1